C1(CC1)C(C=CS(=O)(=O)C)NC(=O)C=1C(=NC(=NC1)C(C)(C)F)OC1=CC=CC=C1 N-(1-cyclopropyl-3-(methylsulfonyl)allyl)-2-(2-fluoropropane-2-yl)-4-phenoxypyrimidine-5-carboxamide